3-(6-amino-1-fluoro-5,6,7,8-tetrahydronaphthalen-2-yl)-3,8-diazabicyclo[3.2.1]octane-8-carboxylic acid tert-butyl ester C(C)(C)(C)OC(=O)N1C2CN(CC1CC2)C2=C(C=1CCC(CC1C=C2)N)F